C1(=C(C=CC2=CC=CC=C12)OCC1=C(C=C(C=C1)C1=CC=CC=C1)C(=O)O)C1=C(C=CC2=CC=CC=C12)OCC1=CC=C(C=C1)C1=CC(=CC=C1)C(=O)O 4',4''-[[1,1'-binaphthalene]-2,2'-diylbis(oxymethylene)]di([1,1'-biphenyl]-3-carboxylic acid)